rac-N-((4R,5S)-1-(3-bromophenyl)-7-ethyl-4-(3-nitrophenyl)-6-oxo-4,5,6,7-tetrahydro-1H-pyrazolo[3,4-b]pyridin-5-yl)-3-(trifluoromethyl)benzamide BrC=1C=C(C=CC1)N1N=CC2=C1N(C([C@H]([C@@H]2C2=CC(=CC=C2)[N+](=O)[O-])NC(C2=CC(=CC=C2)C(F)(F)F)=O)=O)CC |r|